ClC1=C(C=CC=C1F)C(N)C1C(C1)(F)F (2-Chloro-3-fluorophenyl)(2,2-difluorocyclopropyl)methanamine